2-[2-(benzyloxy)ethoxy]-1-bromo-4-nitrobenzene C(C1=CC=CC=C1)OCCOC1=C(C=CC(=C1)[N+](=O)[O-])Br